N1(CCC1)C1=NC=CC2=CC=C(C=C12)Br 1-(Azetidin-1-yl)-7-bromoisoquinoline